N-vinyl-4,5-dimethyl-2-pyrrolidon C(=C)N1C(CC(C1C)C)=O